ClC1=NC=C(C=C1C(=O)NC1(CC1)C#N)C=1C=NN(C1)C=1N(N=C(C1C(F)(F)F)OC(C(C(F)(F)F)F)(F)F)C 2-chloro-N-(1-cyanocyclopropyl)-5-[1-[5-(1,1,2,3,3,3-hexafluoropropoxy)-2-methyl-4-(trifluoromethyl)pyrazol-3-yl]pyrazol-4-yl]pyridine-3-carboxamide